C(C)(=O)N1CCCC12CCN(CC2)C2=C(CN1CCN(CC1)C(=O)OC(C(F)(F)F)C(F)(F)F)C=CC(=C2)C(F)(F)F 1,1,1,3,3,3-Hexafluoropropan-2-yl 4-(2-(1-acetyl-1,8-diazaspiro[4.5]decan-8-yl)-4-(trifluoromethyl)benzyl)piperazine-1-carboxylate